COCC=1C(=NOC1C)C(=O)N1[C@@H]2CN(C(C[C@H]1CC2)=O)C |o1:12,17| (1S*,6R*)-9-{[4-(methoxymethyl)-5-methylisoxazol-3-yl]carbonyl}-3-methyl-3,9-diazabicyclo[4.2.1]nonan-4-one